4-bromo-2,6-difluoro-benzonitrile BrC1=CC(=C(C#N)C(=C1)F)F